6-((4-(2-(4-chloro-2-fluorophenyl)-2-methylbenzo[d][1,3]dioxol-4-yl)piperidin-1-yl)methyl)-5-methylpyridazine-3-carbonitrile ClC1=CC(=C(C=C1)C1(OC2=C(O1)C=CC=C2C2CCN(CC2)CC2=C(C=C(N=N2)C#N)C)C)F